3-methyl-but-2-enoyl-CoA CC(=CC(=O)SCCNC(CCNC([C@@H](C(COP(OP(OC[C@@H]1[C@H]([C@H]([C@@H](O1)N1C=NC=2C(N)=NC=NC12)O)OP(=O)(O)O)(=O)O)(=O)O)(C)C)O)=O)=O)C